ClC=1C=C(N=NC1)N1C(N([C@H](C1)C#N)C1=CN=CC2=CC=CC=C12)=O |r| Racemic-1-(5-chloropyridazin-3-yl)-3-(isoquinolin-4-yl)-2-oxoimidazolidine-4-carbonitrile